O[C@@]12C=C[C@@H]([C@H]3[C@]14C=1C(=C(C=CC1C[C@H]2N(C)CC4)O)O3)O 14-hydroxy-morphine